C(CCCCC(C)C)C(C(=O)[O-])(O)CC(=O)[O-].C(CCCCC(C)C)C(C(=O)[O-])(O)CC(=O)[O-].C(CCCCCCC)[Sn+4]CCCCCCCC dioctyltin bis(isooctyl malate)